BrC=1C(=C(C=CC1)C=1OC2=C(N1)CNC2)C 2-(3-Bromo-2-methylphenyl)-5,6-dihydro-4H-pyrrolo[3,4-d]oxazole